BrC=1C(=C2C=3C(=NC(=NC3C1)Cl)N(CCO2)C)Cl 9-bromo-2,8-dichloro-4-methyl-5,6-dihydro-4H-[1,4]oxazepino[5,6,7-de]quinazoline